IC1=NN(C(=C1C(=O)OCC)C)C Ethyl 3-iodo-1,5-dimethyl-pyrazole-4-carboxylate